[Si](C)(C)(C(C)(C)C)OCCCC(=O)[Si](C1=CC=CC=C1)(C)C 4-(tert-butyldimethylsilyloxy)-1-(dimethyl-(phenyl)silyl)butan-1-one